7-chloro-5-{2-(5-fluoro-2-oxospiro[indoline-3,4'-piperidin]-1'-yl)ethoxy}-1-(3-hydroxy-3-methylcyclobutyl)-1,3-dihydro-1,3-benzimidazol-2-one ClC1=CC(=CC2=C1N(C(N2)=O)C2CC(C2)(C)O)OCCN2CCC1(CC2)C(NC2=CC=C(C=C21)F)=O